Hydroxymethyl disulfide bis(3-mercaptopropionate) SCCC(=O)O.SCCC(=O)O.OCSSCO